4-{[3-(1-ethyl-1H-pyrazol-5-yl)-1-{[2-(trimethylsilyl)ethoxy]methyl}-1H-pyrrolo[2,3-b]pyridin-4-yl]oxy}-3,5-difluoroaniline C(C)N1N=CC=C1C1=CN(C2=NC=CC(=C21)OC2=C(C=C(N)C=C2F)F)COCC[Si](C)(C)C